O[C@@H](CN1C[C@H]2CCCC[C@H]2C[C@H]1C(=O)N)CN[C@@H](C)C1=CC(=C(C=C1)Cl)F (3S,4aS,8aS)-2-{(R)-2-hydroxy-3-[(S)-1-(4-chloro-3-fluorophenyl)ethylamino]propyl}decahydroisoquinoline-3-carboxamide